silver (difluoro (2-((perfluorophenoxy) carbonyl) benzo[b]thiophen-5-yl) methyl) phosphonate P(OC(C1=CC2=C(SC(=C2)C(=O)OC2=C(C(=C(C(=C2F)F)F)F)F)C=C1)(F)F)([O-])=O.[Ag+]